COC1=C(CNC2=NC=NC3=C2N=C(N=C3)C=3C=C(C=CC3OC)C#C[C@]3(C(N(CC3)C)=O)O)C=CC(=C1)OC (R)-3-((3-(8-((2,4-dimethoxybenzyl)amino)pyrimido[5,4-d]pyrimidin-2-yl)-4-methoxyphenyl)ethynyl)-3-hydroxy-1-methylpyrrolidin-2-one